ClC1=CC2=C(N=C(S2)SCC#C)C=C1 6-chloro-2-(prop-2-yn-1-ylsulfanyl)benzo[d]thiazole